3-[Bis(dimethylamino)methyliumyl]-3H-benzotriazol-1-oxide CN(C)[C+](N1N=[N+](C2=C1C=CC=C2)[O-])N(C)C